C(C)(C)(C)C=1SC(=CN1)C(=O)NCC1=C(C=C(C(=C1)F)C1=NC(=NC=C1)NC=1C=NN(C1)C)Cl 2-(tert-butyl)-N-(2-chloro-5-fluoro-4-(2-((1-methyl-1H-pyrazol-4-yl)amino)pyrimidin-4-yl)benzyl)thiazole-5-carboxamide